ethyl-sulfonamido(cyclohexyl-(methyl-(2,7-diazaspiro[3.5]nonan-2-yl)pyrimidin-5-yl)oxy)-5-fluoro-N-isopropylbenzamide C(C)S(=O)(=O)NC=1C(=C(C(=O)NC(C)C)C=C(C1)F)OC=1C(=NC(=NC1C1CCCCC1)N1CC2(C1)CCNCC2)C